quinoxalin-2(3H)-one p-toluenesulfonate CC1=CC=C(C=C1)S(=O)(=O)O.N=1C(CN=C2C=CC=CC12)=O